2-(4-Ethyl-3-(hydroxymethyl)-5-oxo-4,5-dihydro-1H-1,2,4-triazol-1-yl)-3-Fluoro-8-isopropyl-6-(2-methoxyphenyl)-1,6-naphthyridin-5(6H)-one C(C)N1C(=NN(C1=O)C1=NC=2C(=CN(C(C2C=C1F)=O)C1=C(C=CC=C1)OC)C(C)C)CO